tert-butyl (2S)-2-(tert-butoxycarbonylamino)-3-[[3-(5-methyl-1,2,4-oxadiazol-3-yl)benzoyl]amino]propanoate C(C)(C)(C)OC(=O)N[C@H](C(=O)OC(C)(C)C)CNC(C1=CC(=CC=C1)C1=NOC(=N1)C)=O